N1(C=NC=C1)C1=CC(=CC(=N1)C(=O)NC1=CC(=NC=C1)C(F)(F)F)OCC1CCOCC1 6-(1H-imidazol-1-yl)-4-((tetrahydro-2H-pyran-4-yl)methoxy)-N-(2-(trifluoromethyl)pyridin-4-yl)pyridinecarboxamide